2-amino-4-(methoxycarbonyl)phenylboronic acid NC1=C(C=CC(=C1)C(=O)OC)B(O)O